[1,3,2]dioxaphospholene O1POC=C1